2-(3-(((2-methoxyethoxy)carbonyl)amino)piperidin-1-yl)thiazole COCCOC(=O)NC1CN(CCC1)C=1SC=CN1